C(C)(C)C1=CC(=CS1)C(=O)N 5-isopropyl-3-thiophenecarboxamide